Peroxylactic acid C(C(O)C)(=O)OO